ClC1=NC(=C2N=CN(C2=N1)[C@H]1[C@@H]([C@@H]([C@H](O1)CN(C(=O)CP([O-])(=O)OC(OC(=O)OC)OC(=O)OC)C)O)O)NC1CCCC1 bis[(methoxycarbonyl)oxy]methyl ({[(2R,3S,4R,5R)-5-[2-chloro-6-(cyclopentylamino)-9H-purin-9-yl]-3,4-dihydroxyoxolan-2-yl]methyl}(methyl)carbamoyl)-methanephosphonate